[S].[Ga].[Ag] silver gallium sulfur